N[C@@H]1CN(CC1)C=1C2=CN(N=C2C(=CC1)C(=O)NC=1C=C(C=2N(C1)C=C(N2)C)F)C 4-[(3S)-3-aminopyrrolidin-1-yl]-N-{8-fluoro-2-methylimidazo[1,2-a]pyridin-6-yl}-2-methylindazole-7-carboxamide